N-(4-{1-[(3,4-difluorophenyl)carbonyl]piperidin-4-yl}butyl)imidazo[1,2-a]pyridine-6-carboxamide FC=1C=C(C=CC1F)C(=O)N1CCC(CC1)CCCCNC(=O)C=1C=CC=2N(C1)C=CN2